3-(p-methoxyphenyl)propyl-trichlorosilane COC1=CC=C(C=C1)CCC[Si](Cl)(Cl)Cl